5-Bromo-6-methoxy-2,3-dihydrobenzofuran BrC=1C(=CC2=C(CCO2)C1)OC